ClC1=C(C=CC(=C1)Cl)C=1N(C(=CC1C(=O)N)C1=C2C(=NC=C1)NC=C2)CCC(F)(F)F 2-(2,4-dichlorophenyl)-5-(1H-pyrrolo[2,3-b]pyridin-4-yl)-1-(3,3,3-trifluoropropyl)-1H-pyrrole-3-carboxamide